6-hydroxytetralone C1CC2=C(C=CC(=C2)O)C(=O)C1